(1S,4R)-acetic acid 4-hydroxycyclopent-2-en-1-yl ester O[C@H]1C=C[C@H](C1)OC(C)=O